N-(3-carbamoyloxetan-3-yl)-2-(difluoromethyl)-5-((4-methylthiazol-5-yl)methoxy)benzofuran C(N)(=O)C1(COC1)N1CSC(=C1C)COC=1C=CC2=C(C=C(O2)C(F)F)C1